NC=1C=C2C(N(C(N(C2=CC1)C)=O)CCOC)=O 6-amino-3-(2-methoxyethyl)-1-methyl-quinazoline-2,4(1H,3H)-dione